NC[C@H](COC1=CC=C(C=C1)C(C)(C)C1=CC(=C(C(=C1)Cl)OC[C@H](CCl)O)Cl)O (R)-1-amino-3-(4-(2-(3,5-dichloro-4-((R)-3-chloro-2-hydroxypropoxy)phenyl)propan-2-yl)phenoxy)propan-2-ol